6-bromo-2-(4-(difluoromethoxy)benzyl)-1-isopropyl-1H-benzo[d]imidazole BrC=1C=CC2=C(N(C(=N2)CC2=CC=C(C=C2)OC(F)F)C(C)C)C1